C(CCCCCCCCCCCCC)(=O)OC(C)C isopropyl Myristate